3-(5-(bromomethyl)-1-oxoisoindoline-2-yl)piperidine BrCC=1C=C2CN(C(C2=CC1)=O)C1CNCCC1